CC(=CCC/C(=C/CC/C(=C/CC/C(=C\\CC/C(=C\\CC/C(=C\\CC/C(=C\\CC/C(=C\\CC/C(=C\\CC/C(=C\\CC/C(=C\\COP(=O)(O)OP(=O)(O)O[C@@H]1[C@@H]([C@H]([C@@H]([C@H](O1)CO)O)O[C@H]2[C@@H]([C@H]([C@@H]([C@H](O2)CO)O)O)O)NC(=O)C)/C)/C)/C)/C)/C)/C)/C)/C)/C)/C)C The molecule is a polyprenyl phospho oligosaccharide that consists of a beta-D-Glc-(1->3)-alpha-D-GlcNAc moiety linked via a diphospho group to ditrans,octacis-undecaprenol. It is a conjugate acid of a beta-D-Glc-(1->3)-alpha-D-GlcNAc-diphospho-ditrans,octacis-undecaprenol(2-).